CN(CCOC1=CC=C(C=C1)C=1C=CC=C2C=NC(=NC12)NC=1C=NC(=CC1)N1CCNCC1)C 8-(4-(2-(dimethylamino)ethoxy)phenyl)-N-(6-(piperazin-1-yl)pyridin-3-yl)quinazolin-2-amine